C1(=CC=CC=C1)C(C[Se]C1=CC=CC=C1)N1S(C2=C(C1=O)C=CC=C2)(=O)=O 2-(1-phenyl-2-(phenylselanyl)ethyl)benzo[d]isothiazol-3(2H)-one 1,1-dioxide